ClC=1C=NC=C(C1[C@@H](C)OC=1C=C2C(=NN(C2=CC1)C1OCCCC1)C1=CC=C(N=N1)N1CC(C1)(N)CC=1N(N=CC1)C)Cl 1-[6-[5-[(1R)-1-(3,5-dichloro-4-pyridyl)ethoxy]-1-tetrahydropyran-2-yl-indazol-3-yl]pyridazin-3-yl]-3-[(2-methylpyrazol-3-yl)methyl]azetidin-3-amine